1-(7-chloro-2-((1-((dimethylamino)methyl)cyclopropyl)methoxy)-8-fluoropyrido[4,3-d]pyrimidin-4-yl)-3-methylpiperidin-3-ol ClC1=C(C=2N=C(N=C(C2C=N1)N1CC(CCC1)(O)C)OCC1(CC1)CN(C)C)F